OC1=C(C(N(C=C1C)C)=O)NC(N[C@@H](CC(=O)OCC)C1=CC(=CC=C1)C=1C=NC=CC1)=O Ethyl (S)-3-(3-(4-Hydroxy-1,5-dimethyl-2-oxo-1,2-dihydropyridin-3-yl)ureido)-3-(3-(pyridin-3-yl)phenyl)propanoat